3-cyclohexylamino-1-propanesulfonic acid C1(CCCCC1)NCCCS(=O)(=O)O